CN1C(=NN=C1)C1(COC1)C=1C=C(C=CC1)N1C(C2=CC(=CC(=C2C1)C(F)(F)F)CNC1(CCC1)C)=O 2-(3-(3-(4-methyl-4H-1,2,4-triazol-3-yl)oxetan-3-yl)phenyl)-6-(((1-methylcyclobutyl)amino)methyl)-4-(trifluoromethyl)isoindolin-1-one